BrC1=C(C(=CC(=C1)C(C(F)(F)F)(C(F)(F)F)F)C(F)(F)F)NC(C1=CC(=C(C=C1)F)[N+](=O)[O-])=O N-[2-bromo-4-(heptafluoropropan-2-yl)-6-(trifluoromethyl)phenyl]-4-fluoro-3-nitrobenzamide